(E)-2-(4-bromo-2-nitro-phenyl)-N,N-dimethyl-ethylamine BrC1=CC(=C(C=C1)CCN(C)C)[N+](=O)[O-]